(S)-N-((1R)-4-fluoro-1-(2-oxo-2-(2,4,6-trioxo-1-(tetrahydro-2H-pyran-4-yl)hexahydropyrimidin-5-yl)ethyl)-2,3-dihydro-1H-inden-1-yl)-2-methylpropane-2-sulfinamide FC1=C2CC[C@](C2=CC=C1)(CC(C1C(NC(N(C1=O)C1CCOCC1)=O)=O)=O)N[S@@](=O)C(C)(C)C